2-ethyl-5-methyl-4-methoxy-phenol C(C)C1=C(C=C(C(=C1)OC)C)O